C(C)(C)(C)C(=O)NCC(C(=O)OC)CNC(=O)C(C)(C)C methyl 3-((tert-butylcarbonyl)amino)-2-((tert-butylcarbonyl)amino)methylpropanoate